2-oxo-furyl acetate C(C)(=O)OC1C(OC=C1)=O